OC1=C(C2=C(SC(=C2)C(CCC(=O)O)=O)C=C1OC)[N+](=O)[O-] 4-(5-hydroxy-6-methoxy-4-nitrobenzo[b]thiophen-2-yl)-4-oxobutanoic acid